FC1=C(C=CC=C1CN1C(OC2=C(C1)C=C(C(=C2)O)I)=O)NC(OC(C)(C)C)=O tert-butyl (2-fluoro-3-((7-hydroxy-6-iodo-2-oxo-2H-benzo[e][1,3]oxazin-3(4H)-yl)methyl)phenyl)carbamate